FC(C1=CC2=C(SC(=C2)C(N[C@H]2CCC[C@@H]3N(C2=O)[C@@H](CC3)C(=O)N3CC(C3)C3=C(C=CC=C3)C)=O)C=C1)(F)P(O)(O)=O (difluoro(2-(((3S,6S,9aS)-5-oxo-3-(3-(o-tolyl)azetidine-1-carbonyl)octahydro-1H-pyrrolo[1,2-a]azepin-6-yl)carbamoyl)benzo[b]thiophen-5-yl)methyl)phosphonic acid